(S)-N-((R)-1-(4-chlorophenyl)-2,2-difluoroethyl)-2-methylpropane-2-sulfinamide ClC1=CC=C(C=C1)[C@H](C(F)F)N[S@@](=O)C(C)(C)C